C1=C(C=CC=2OC3=C(C21)C=CC=C3)[C@H](C)NC3=CN=CN(C3=O)CC(=O)O (S)-2-(5-((1-(dibenzo[b,d]furan-2-yl)ethyl)amino)-6-oxopyrimidin-1(6H)-yl)acetic acid